[O].ClC1=C(C(=CC(=C1)Cl)Cl)N1C(C=CC1=O)=O N-(2,4,6-trichlorophenyl)maleimide oxygen